4-(2-(4-(2-(2,6-dioxopiperidin-3-yl)-1,3-dioxoisoindolin-4-yl)piperazin-1-yl)ethyl)-N-(2-(pyrrolidin-1-ylmethyl)-1H-benzo[d]imidazol-5-yl)benzamide O=C1NC(CCC1N1C(C2=CC=CC(=C2C1=O)N1CCN(CC1)CCC1=CC=C(C(=O)NC2=CC3=C(NC(=N3)CN3CCCC3)C=C2)C=C1)=O)=O